(S)-1-bromo-4-(2-methoxypropoxy)benzene BrC1=CC=C(C=C1)OC[C@H](C)OC